COC=1C=C(C=CC1)C(\C=C\C1=CC=CC=C1)=O (E)-1-(3-methoxyphenyl)-3-phenylprop-2-en-1-one